4,4-Difluoroazepan hydrochloride Cl.FC1(CCNCCC1)F